methyl 2,4-dimethyl-5-[[(1S)-1-(2-pyrimidin-2-yl-1,2,4-triazol-3-yl)ethyl]carbamoylamino]benzoate CC1=C(C(=O)OC)C=C(C(=C1)C)NC(N[C@@H](C)C=1N(N=CN1)C1=NC=CC=N1)=O